CC(N)C1=CC=CC=C1 α-methyl-benzenemethanamine